5,5-Dimethyl-1,3-di(oxiranylmethyl)imidazolidine-2,4-dione CC1(C(N(C(N1CC1OC1)=O)CC1OC1)=O)C